(2S,4R)-1-(2-amino-3,3-dimethyl-butanoyl)-4-hydroxy-N-[[4-(4-methylthiazol-5-yl)phenyl]methyl]pyrrolidine-2-carboxamide NC(C(=O)N1[C@@H](C[C@H](C1)O)C(=O)NCC1=CC=C(C=C1)C1=C(N=CS1)C)C(C)(C)C